TMS(methyl-chlorosilane) [Si](C)(C)(C)[SiH](Cl)C